CC1=NN(C(=C1)C)C=1C=CC(N(N1)CC1CN(C1)C=1C=CC=2N(N1)C(=NN2)C)=O 6-(3,5-dimethyl-1H-pyrazol-1-yl)-2-((1-(3-methyl-[1,2,4]triazolo[4,3-b]pyridazin-6-yl)azetidin-3-yl)methyl)pyridazin-3(2H)-one